C(CCCCCCCCCCCCCCCCCCCCCCCCC)(=O)OCCCCCCCCCCCCCCCCCCCCCCCCCCCCCCCCCCCCCCCC tetracontyl n-hexacosanoate